carbamic acid tert-butylButyl ester C(C)(C)(C)C(CCC)OC(N)=O